N[C@@H](CCO)CC1=C(C2=NC(=CC(=C2S1)NCC=1SC=CN1)Cl)Cl (3S)-3-amino-4-(3,5-dichloro-7-{[(1,3-thiazol-2-yl)methyl]amino}thieno[3,2-b]pyridin-2-yl)butan-1-ol